C(C1=CC=CC=C1)C1CCC(C12CO2)(C)C 7-benzyl-4,4-dimethyl-1-oxaspiro[2.4]heptane